N1(C(CC(CC1)CCCC1CC(N(CC1)CCC(=O)O)CCC(=O)O)CCC(=O)O)CCC(=O)O 4,4'-trimethylenedipiperidinedipropionic acid